2-(7H-dibenzo[c,g]carbazol-7-yl)ethylamine C1=CC=CC=2C=CC=3N(C=4C=CC5=C(C4C3C21)C=CC=C5)CCN